1-(4-(4,4,5,5-tetramethyl-1,3,2-dioxaborolan-2-yl)phenyl)-1-(2-(trifluoromethyl)pyridin-4-yl)ethanol CC1(OB(OC1(C)C)C1=CC=C(C=C1)C(C)(O)C1=CC(=NC=C1)C(F)(F)F)C